N-(6-((5,6-dihydropyrrolo[3,4-c]pyrazol-1(4H)-yl)methyl)-4-methoxybenzo[d]isoxazol-3-yl)-2,5-dimethoxybenzenesulfonamide hydrochloride Cl.N1(N=CC2=C1CNC2)CC2=CC1=C(C(=NO1)NS(=O)(=O)C1=C(C=CC(=C1)OC)OC)C(=C2)OC